(R)-N-(1-(3-(1,1-difluoro-2-((1-isopropylazetidin-3-yl)oxy)-2-methylpropyl)-2-fluorophenyl)ethyl)-6-(4-isopropylpiperazin-1-yl)-7-methoxy-2-methylpyrido[2,3-d]pyrimidin-4-amine FC(C(C)(C)OC1CN(C1)C(C)C)(F)C=1C(=C(C=CC1)[C@@H](C)NC=1C2=C(N=C(N1)C)N=C(C(=C2)N2CCN(CC2)C(C)C)OC)F